[(furan-2-yl)methyl]-3-methyl-2-[(1s)-1-(methylamino)ethyl]thieno[3,2-b]pyridin-7-amine O1C(=CC=C1)CC1=CC(=C2C(=N1)C(=C(S2)[C@H](C)NC)C)N